3-(5-(((R)-1-ethylpiperidin-2-yl)methoxy)-1-oxoisoindolin-2-yl)piperidine-2,6-dione-3,4,4,5,5-d5 C(C)N1[C@H](CCCC1)COC=1C=C2CN(C(C2=CC1)=O)C1(C(NC(C(C1([2H])[2H])([2H])[2H])=O)=O)[2H]